7-isopropyl-3,4-dihydro-1H-quinoxalin-2-one C(C)(C)C1=CC=C2NCC(NC2=C1)=O